CC1=CC(=NC=C1)C1=NC=CC(=C1)C[Si](C)(C)C 4-Methyl-4'-((trimethylsilyl)methyl)-2,2'-bipyridine